C(C)N1CCC2(C[C@@H]2C(=O)N[C@@H](CCCCCC(CC)=O)C=2NC(=CN2)C=2C=C3C=CN=CC3=CC2)CC1 (S)-6-Ethyl-N-((S)-1-(5-(isochinolin-6-yl)-1H-imidazol-2-yl)-7-oxononyl)-6-azaspiro[2.5]octan-1-carboxamid